N-((1R,2S)-2-fluorocyclopropyl)-6-(4-(4-formylpiperidin-1-yl)indolin-1-yl)-8-(methylamino)imidazo[1,2-b]pyridazine-3-carboxamide F[C@@H]1[C@@H](C1)NC(=O)C1=CN=C2N1N=C(C=C2NC)N2CCC1=C(C=CC=C21)N2CCC(CC2)C=O